FC1=C(C=CC(=C1)N1C(C2=C(N=C(N=C2)S(=O)(=O)C)C(=C1)C)=O)NS(=O)(=O)CC1=CC=C(C=C1)F N-(2-fluoro-4-(8-methyl-2-(methylsulfonyl)-5-oxopyrido[4,3-d]pyrimidin-6(5H)-yl)phenyl)-1-(4-fluorophenyl)methanesulfonamide